methyl (S)-4-(2-amino-1H-imidazol-1-yl)-2-((tert-butoxycarbonyl)amino)butanoate NC=1N(C=CN1)CC[C@@H](C(=O)OC)NC(=O)OC(C)(C)C